O=S1(CC(C1)N[C@H]1C[C@H](N(CC1)C(=O)OC(C)(C)C)C1=CC=CC=C1)=O tert-Butyl (2S,4R)-4-((1,1-dioxidothietan-3-yl)amino)-2-phenylpiperidine-1-carboxylate